2-[2-({[3-fluoro-1-(3-fluoro(2-pyridyl))cyclobutyl]methyl}amino)pyrimidin-5-yl]benzamide FC1CC(C1)(C1=NC=CC=C1F)CNC1=NC=C(C=N1)C1=C(C(=O)N)C=CC=C1